CC1=C(C2=C(C(=NO2)NC2=CC(=CC(=C2)C(F)(F)F)CN2CCOCC2)C=C1)C#CC=1C=NC=NC1 6-methyl-N-(3-(morpholinomethyl)-5-(trifluoromethyl)phenyl)-7-(pyrimidin-5-ylethynyl)benzo[d]isoxazol-3-amine